C(C1=CC=CC=C1)OC1=CC=C2C(COCC2=C1)(O)C1=CC=C(C=C1)Br 7-(benzyloxy)-4-(4-bromophenyl)-4-hydroxyisochroman